((1S,4R,6R)-6-((4,6-dimethylpyrimidin-2-yl)oxy)-2-azabicyclo[2.2.1]hept-2-yl)(5-methyl-3-(pyrimidin-2-yl)pyridin-2-yl)methanone CC1=NC(=NC(=C1)C)O[C@@H]1C[C@@H]2CN([C@H]1C2)C(=O)C2=NC=C(C=C2C2=NC=CC=N2)C